(3R)-1-(6-chloro-2-{[(2S,4R)-4-fluoro-1-methylpyrrolidin-2-yl]methoxy}pyrimidin-4-yl)-3-methylpiperidin-3-ol ClC1=CC(=NC(=N1)OC[C@H]1N(C[C@@H](C1)F)C)N1C[C@@](CCC1)(O)C